5-Formyl-N-(4-((4-isopentylpiperazin-1-yl)sulfonyl)phenyl)-2-(N-methylmethylsulfonamido)benzamide C(=O)C=1C=CC(=C(C(=O)NC2=CC=C(C=C2)S(=O)(=O)N2CCN(CC2)CCC(C)C)C1)N(S(=O)(=O)C)C